3-[4-(5-chloro-3-methylsulfonyl-2-pyridinyl)phenyl]azetidine-1-carboxylic acid tert-butyl ester C(C)(C)(C)OC(=O)N1CC(C1)C1=CC=C(C=C1)C1=NC=C(C=C1S(=O)(=O)C)Cl